NC1=C2C(=NC=N1)N(N=C2C2=CC=C(C=C2)CC#N)[C@@H]2O[C@@H]([C@H]([C@H]2O)O)CSCC=2C(=NOC2C2=CC=CC=C2)C 2-(4-(4-Amino-1-((2R,3R,4S,5S)-3,4-dihydroxy-5-((((3-methyl-5-phenylisoxazol-4-yl)methyl)thio)methyl)tetrahydrofuran-2-yl)-1H-pyrazolo[3,4-d]pyrimidin-3-yl)phenyl)acetonitrile